tris(3-methyl-4-hydroxyphenyl)1,3,5-triisopropylbenzene CC=1C=C(C=CC1O)C1=C(C(=C(C(=C1C(C)C)C1=CC(=C(C=C1)O)C)C(C)C)C1=CC(=C(C=C1)O)C)C(C)C